N-[(1'S,14R)-17-chloro-6,19-difluoro-spiro[8,12-dioxa-21-azatetracyclo[14.3.1.110,13.02,7]henicosa-1(19),2,4,6,10,13(21),16(20),17-octaene-14,3'-cyclopentane]-1'-yl]methanesulfonamide ClC=1C=2C[C@]3(C[C@H](CC3)NS(=O)(=O)C)C=3OC=C(COC4=C(C=CC=C4C(=C(C1)F)C2)F)N3